O1C(C(C2=C1C=CN2)=O)=O furopyrroledione